FC(C(=O)O)(F)F.FC(C(=O)O)(F)F.C(C)OC1=NC=CC=C1C1=NC(=C(C=C1)N1[C@@H](CNCC1)CC)C(=O)N[C@H]1CN(CC1)C(=O)OCC1=CC=CC=C1 benzyl (3R)-3-{2'-ethoxy-5-[(2R)-2-ethylpiperazin-1-yl]-[2,3'-bipyridine]-6-amido}pyrrolidine-1-carboxylate bis(2,2,2-trifluoroacetate)